6-[(2-chloropyrimidin-4-yl)amino]-2H-isoquinolin-1-one ClC1=NC=CC(=N1)NC=1C=C2C=CNC(C2=CC1)=O